C(C)N1C=NC2=C1C=C(C=C2)C(=O)NC2=CC(=CC=C2)[C@H](C)NC2=CN=C1C(=N2)N(N=C1)C (S)-1-ethyl-N-(3-(1-((1-methyl-1H-pyrazolo[3,4-b]pyrazin-6-yl)amino)ethyl)phenyl)-1H-benzo[d]imidazole-6-carboxamide